3-(1H-imidazol-1-yl)propionic acid N1(C=NC=C1)CCC(=O)O